(S)-7-(bromomethyl)-4-(1-(4-methoxypyridin-2-yl)ethyl)-9-(1-methyl-3-(trifluoromethyl)-1H-pyrazol-4-yl)-3,4-dihydrobenzo[f][1,4]oxazepin-5(2H)-one BrCC=1C=C(C2=C(C(N(CCO2)[C@@H](C)C2=NC=CC(=C2)OC)=O)C1)C=1C(=NN(C1)C)C(F)(F)F